FC1=CC=C(C=C1)C=1C=C2C(=NC=NC2=C(C1)OC)N[C@H](C)C=1C=NC(=NC1)C(F)(F)F (R)-6-(4-fluorophenyl)-8-methoxy-N-(1-(2-(trifluoromethyl)pyrimidin-5-yl)ethyl)quinazolin-4-amine